BrC=1C(=CC(=C(C1)S(=O)(=O)NC(C1=CC(=C(C=C1)CN1N=CC=C1)OC)=O)OC)OC N-(5-bromo-2,4-dimethoxy-phenyl)sulfonyl-3-methoxy-4-(pyrazol-1-ylmethyl)benzamide